tert-butyl 3-(3-fluoro-5-((2-fluoro-4-iodophenyl)amino)isonicotinamido)azetidine-1-carboxylate FC1=C(C(=O)NC2CN(C2)C(=O)OC(C)(C)C)C(=CN=C1)NC1=C(C=C(C=C1)I)F